N1C(NC(C2=C1SC=C2)=O)=O Thieno[2,3-d]pyrimidin-2,4(1H,3H)-dione